(E)-2-(3-(2-cyano-2-(6-methoxy-3H-imidazo[4,5-b]pyridine-2-yl)vinyl)-2,5-dimethyl-1H-pyrrol-1-yl)-4,5-dimethylthiophene-3-carbonitrile C(#N)\C(=C/C1=C(N(C(=C1)C)C=1SC(=C(C1C#N)C)C)C)\C1=NC=2C(=NC=C(C2)OC)N1